C1(=C(C(=CC=C1)C)C)C(=O)O.O[C@]1(C[C@H](N(CC1)C(=O)NC\C=C\S(=O)(=O)C)C1=CC=CC=C1)C |r| rac-(2S,4R)-4-hydroxy-4-methyl-N-((E)-3-(methylsulfonyl)allyl)-2-phenylpiperidine-1-carboxamide xylate